C12(CC3CC(CC(C1)C3)C2)C2=C(C=CC(=C2)F)O 2-(adamantan-1-yl)-4-fluorophenol